3,4-dihydroxybutyraldehyde OC(CC=O)CO